4-(2-Azidopropan-2-yl)-6-chloro-1-((1-(methylsulfonyl)azetidin-3-yl)oxy)-2,7-naphthyridine N(=[N+]=[N-])C(C)(C)C1=CN=C(C2=CN=C(C=C12)Cl)OC1CN(C1)S(=O)(=O)C